1-(6-((4,4-difluorocyclohexyl)amino)-2-(4-methylthiazol-2-yl)pyrimidin-4-yl)ethan-1-ol butylene-hexyleneadipate C(CCCCCCCCCC(C(=O)O)CCCC(=O)O)*.FC1(CCC(CC1)NC1=CC(=NC(=N1)C=1SC=C(N1)C)C(C)O)F